ClC(Cl)[Si](OC)(OC)OC dichloromethyl-trimethoxysilane